(S)-N-((4-ethyl-8-fluoro-4-hydroxy-9-methyl-3,14-dioxo-3,4,12,14-tetrahydro-1H-pyrano[3',4':6,7]indolizino[1,2-b]quinolin-11-yl)methyl)-1-hydroxycyclopropane-1-carboxamide C(C)[C@]1(C(OCC=2C(N3CC=4C(=NC=5C=C(C(=CC5C4CNC(=O)C4(CC4)O)C)F)C3=CC21)=O)=O)O